C(CCCC=CCC=CCC=CCC=CCC=CCC)(=O)OCC ethyl icosa-5,8,11,14,17-pentaenoate